ClC1=C(C=CC(=C1)C1=CC=CC=C1)CNC1=NN2C(NC(=CC2=O)CCC)=N1 2-[(2-chloro-4-phenyl-phenyl)methylamino]-5-propyl-4H-[1,2,4]triazolo[1,5-a]pyrimidin-7-one